ClC=1C(=NC=CC1)C(=O)N1CC(CC1)C1=C(C=O)C=C(C=C1)OC1=C(C=CC=C1)C (1-(3-chloropyridineformyl)pyrrolidin-3-yl)-5-(o-tolyloxy)benzaldehyde